(1S,2r)-2-((S)-5-chloro-1-((2-oxopyrrolidin-1-yl)methyl)-8-(pyridin-2-ylmethoxy)-1,2,3,4-tetrahydroisoquinoline-2-carbonyl)cyclohexane-1-carboxylic acid ClC1=C2CCN([C@@H](C2=C(C=C1)OCC1=NC=CC=C1)CN1C(CCC1)=O)C(=O)[C@H]1[C@H](CCCC1)C(=O)O